C(=O)(O)C(CCCC(C(=O)O)(C(=O)O)C(=O)O)(C(=O)O)P(C1=CC=CC=C1)(C1=CC=CC=C1)(C1=CC=CC=C1)Br penta-carboxypentyl-triphenyl-phosphorus bromide